N(=[N+]=[N-])[C@H]1C[C@H](N(C[C@@H]1O)C(=O)OC(C)(C)C)C1=CC=CC=C1 tert-butyl (2S,4S,5S)-4-azido-5-hydroxy-2-phenylpiperidine-1-carboxylate